(E)-3-(5-fluoro-3-pyridyl)prop-2-enal FC=1C=C(C=NC1)/C=C/C=O